ClC1CN(CCC1Cl)CCOC1=C(C=C(C=C1)F)C1=CC=CC=C1 (3,4-dichloro)-1-(2-((5-fluoro-[1,1'-biphenyl]-2-yl)oxy)ethyl)piperidine